5-Acetyl-10,11-dihydro-5H-dibenzo[b,f]azepine C(C)(=O)N1C2=C(CCC3=C1C=CC=C3)C=CC=C2